ClC1=NC=CC2=C1SC1C2SC=C1 5-chloro-3a,8b-dihydrothieno[2',3':4,5]Thieno[2,3-c]Pyridine